(3-(2-(3-(2-bromo-6-methoxypyridin-3-yl)-4-oxo-6-(trifluoromethyl)-3,4-dihydropyrido[2,3-d]pyrimidin-1(2H)-yl)-5-fluorophenyl)propyl)-carbamic acid tert-butyl ester C(C)(C)(C)OC(NCCCC1=C(C=CC(=C1)F)N1CN(C(C2=C1N=CC(=C2)C(F)(F)F)=O)C=2C(=NC(=CC2)OC)Br)=O